dimethyl-α-hydroxyacetophenone CC(C(=O)C1=CC=CC=C1)(O)C